3-isopropyl-2-methyl-5-(4-(1-methyl-1H-pyrazol-4-yl)-7H-pyrrolo[2,3-d]pyrimidin-5-yl)-3H-imidazo[4,5-b]pyridine C(C)(C)N1C(=NC=2C1=NC(=CC2)C2=CNC=1N=CN=C(C12)C=1C=NN(C1)C)C